6-(2-methyl-6-(5-(trifluoromethyl)pyridin-2-yl)piperidine-1-carbonyl)quinoline-2-carboxamide CC1N(C(CCC1)C1=NC=C(C=C1)C(F)(F)F)C(=O)C=1C=C2C=CC(=NC2=CC1)C(=O)N